N-benzyl-quinolinium hexafluoroantimonate F[Sb-](F)(F)(F)(F)F.C(C1=CC=CC=C1)[N+]1=CC=CC2=CC=CC=C12